C(C)(C)C1=CC(=NN1)C(=O)N1CCC2(C(C2)CNC(=O)C2=CC=3C(=CN=CC3)O2)CC1 N-[[6-(5-isopropyl-1H-pyrazole-3-carbonyl)-6-azaspiro[2.5]octan-2-yl]methyl]furo[2,3-c]pyridine-2-carboxamide